C1(CC1)CNC[C@@H](C(=O)N1CCN(CC1)C=1C2=C(N=CN1)[C@@H](C[C@H]2C)O)C2=C(C=C(C=C2)C(F)(F)F)F (S)-3-(cyclopropylmethylamino)-2-(2-fluoro-4-(trifluoromethyl)phenyl)-1-(4-((5R,7R)-7-hydroxy-5-methyl-6,7-dihydro-5H-cyclopenta[d]pyrimidin-4-yl)piperazin-1-yl)propan-1-one